CC1=C(N=C(C=2N1C=CN2)N2[C@H](CC2)C(F)(F)F)C=2C=NN(C2)[C@H]2CN(CC2)C 5-methyl-6-[1-[(3R)-1-methylpyrrolidin-3-yl]pyrazol-4-yl]-8-[(2R)-2-(trifluoromethyl)azetidin-1-yl]imidazo[1,2-a]pyrazine